C(#C)C1(CC1)C1=NC=CC=C1 (1-Ethynyl-cyclopropyl)-pyridine